BrC1=NC=NN1C 5-bromo-1-methyl-1H-[1,2,4]triazole